NC=1C(=NC(=NC1Cl)Cl)C(=O)OCC ethyl 5-amino-2,6-dichloro-pyrimidine-4-carboxylate